BrC1=C(C=CC=C1)C1=NC(=NO1)C1=CC2=C(N(N=N2)CC=2C=NC=CC2)C=C1 5-(2-bromophenyl)-3-(1-(pyridin-3-ylmethyl)-1H-benzo[d][1,2,3]triazol-5-yl)-1,2,4-oxadiazole